boric acid dipropyl ester C(CC)OB(OCCC)O